3-(5-((2-((2-(4-(4-(8-bromoquinoxalin-2-yl)-1H-pyrazol-1-yl)piperidin-1-yl)-2,3-dihydro-1H-inden-5-yl)amino)pyrimidin-4-yl)amino)-1-oxoisoindolin-2-yl)piperidine-2,6-dione BrC=1C=CC=C2N=CC(=NC12)C=1C=NN(C1)C1CCN(CC1)C1CC2=CC=C(C=C2C1)NC1=NC=CC(=N1)NC=1C=C2CN(C(C2=CC1)=O)C1C(NC(CC1)=O)=O